C(CCC)C=1OC2=C(C1C(=O)C1=CC(=C(C(=C1)I)OCCN(CC)CC)I)C=CC=C2 (2-butyl-1-benzofuran-3-yl)-[4-[2-(diethylamino)ethoxy]-3,5-diiodophenyl]methanone